N1C=NC2=C1C=CC(=C2)C2=NC(=NC=C2)NC2=CC(=CC=C2)NCCOC N1-(4-(1H-benzo[d]imidazol-5-yl)pyrimidin-2-yl)-N3-(2-methoxyethyl)benzene-1,3-diamine